6'-Cyclopropyl-N4-{[1-(methoxymethyl)cyclobutyl]methyl}-N4-methyl-5'-(trifluoromethyl)[2,3'-bipyridin]-4,5,6-triamine C1(CC1)C1=C(C=C(C=N1)C1=NC(=C(C(=C1)N(C)CC1(CCC1)COC)N)N)C(F)(F)F